NC1=CC=CC(=N1)C1=NC(=CC=C1)N 6,6'-diamino-2,2'-bipyridyl